COC(CF)=O Fluoroacetic acid methyl ester